6-(4-Chlorophenyl)-2-(5-fluoropyridin-3-yl)-N-[(cis)-4-hydroxytetrahydrofuran-3-yl]-3-oxo-2,3-dihydropyridazine-4-carboxamide ClC1=CC=C(C=C1)C=1C=C(C(N(N1)C=1C=NC=C(C1)F)=O)C(=O)N[C@@H]1COC[C@@H]1O